Diglycerin oleate C(CCCCCCC\C=C/CCCCCCCC)(=O)O.OCC(O)CO.OCC(O)CO